1-{4-[(2-amino-4-{[(3S)-1-hydroxyhex-3-yl]amino}-6-methylpyrimidin-5-yl)methyl]-3-methoxyphenyl}-2-methyl-5,8,11,14-tetraoxa-2-azahexadecan-16-ol NC1=NC(=C(C(=N1)N[C@H](CCO)CCC)CC1=C(C=C(C=C1)CN(CCOCCOCCOCCOCCO)C)OC)C